FC1(CCC[C@@H]2N([C@H]12)[C@H](C)C1=CC=CC=C1)F (1S,6S)-5,5-difluoro-7-[(1R)-1-phenylethyl]-7-azabicyclo[4.1.0]heptane